2-[5-Aminopentyl-[6-(1,3-benzothiazol-2-ylamino)-5-methyl-pyridazin-3-yl]amino]-5-[3-[4-[3-(dimethylamino)prop-1-ynyl]-2-fluoro-phenoxy]propyl]thiazole-4-carboxylic acid NCCCCCN(C=1SC(=C(N1)C(=O)O)CCCOC1=C(C=C(C=C1)C#CCN(C)C)F)C=1N=NC(=C(C1)C)NC=1SC2=C(N1)C=CC=C2